imidazoleON N=1C(N=CC1)=O